1-methyl-6,7-dihydro-4H-2-benzothiophen-5-one CC=1SC=C2C1CCC(C2)=O